(2S,6R)-2,6-dimethyl-4-(5-nitropyridin-2-yl)morpholine C[C@H]1CN(C[C@H](O1)C)C1=NC=C(C=C1)[N+](=O)[O-]